(S)-N-(1-(hexylamino)-3-hydroxy-1-oxopropan-2-yl)decanamide isononyl-n-dodecanoate C(CCCCCC(C)C)OC(CCCCCCCCCCC)=O.C(CCCCC)NC([C@H](CO)NC(CCCCCCCCC)=O)=O